ClC=1C(=C(C=CC1OCF)C1=CN=C(N1C)C(=O)NC1=CC(=C(C=C1)C(=O)N1CCN(CC1)C(=O)[C@H]1NC[C@@H](C1)O)Cl)F 5-[3-chloro-2-fluoro-4-(fluoromethoxy)phenyl]-N-[3-chloro-4-[4-[(2S,4R)-4-hydroxypyrrolidine-2-carbonyl]piperazine-1-carbonyl]phenyl]-1-methyl-imidazole-2-carboxamide